FC1=C(C(=C(C(=C1[B-](C1=C(C(=C(C(=C1F)F)F)F)F)(C1=C(C(=C(C(=C1F)F)F)F)F)C1=C(C(=C(C(=C1F)F)F)F)F)F)F)F)F.C(CCCCC)[NH+](C1=CC=CC=C1)CCCCCC N,N-dihexyl-anilinium tetra(pentafluorophenyl)borate